O=C1OC2=C(N1)C=CC=C2C2CCN(CC2)C(=O)OC(C)(C)C tert-butyl 4-(2-oxo-2,3-dihydrobenzo[d]oxazol-7-yl)piperidine-1-carboxylate